(R)-N-(1-amino-1-oxopropan-2-yl)-6-(2-aminobenzo[d]oxazol-5-yl)imidazo[1,2-a]pyridine-3-carboxamide NC([C@@H](C)NC(=O)C1=CN=C2N1C=C(C=C2)C=2C=CC1=C(N=C(O1)N)C2)=O